C(#N)C1=C(C=CC(=C1)C(=O)N1CCC2=C(C=CC=C12)C1=CC2=C(N(C(=N2)CC)C)C=C1C(F)(F)F)NC(\C=C\CNC1CCN(CC1)C(C)C)=O (E)-N-(2-cyano-4-(4-(2-ethyl-1-methyl-6-(trifluoromethyl)-1H-benzo[d]imidazol-5-yl)indoline-1-carbonyl)phenyl)-4-((1-isopropylpiperidin-4-yl)amino)but-2-enamide